BrC=1C=2C(N=C3N(C2C=CC1)C1=CC(=CC=C1C3(C)C)N3CCN(CC3)CC=3N=CC(=NC3)N3CCC(CC3)C3=CC(=C(C(=C3)F)N3C(CCCC3=O)=O)F)=O (4-(1-(5-((4-(4-bromo-7,7-dimethyl-5-oxo-5,7-dihydroindolo[1,2-a]quinazolin-10-yl)piperazin-1-yl)methyl)pyrazin-2-yl)piperidin-4-yl)-2,6-difluorophenyl)piperidine-2,6-dione